C1(=CC=CC=C1)C=1C=C(C=C(C1)C1=CC=CC=C1)C=1C=CC=2N(C3=CC=C(C=C3C2C1)C1=CC(=CC(=C1)C1=CC=CC=C1)C1=CC=CC=C1)C1=CC=CC=C1 3,6-Bis(3,5-diphenylphenyl)-9-Phenylcarbazole